7-(3-((3,5-difluorophenyl)amino)-7,8-dihydro-1,6-naphthyridin-6(5H)-yl)-8-methyl-4H-pyrimido[1,2-b]pyridazin-4-one FC=1C=C(C=C(C1)F)NC=1C=NC=2CCN(CC2C1)C=1C(=CC=2N(N1)C(C=CN2)=O)C